(1S,2S,5S)-8-(benzyloxy)-2-(difluoromethyl)-5-methyl-7,9-dioxo-N-(2,4,6-trifluorobenzyl)-2,3,4,5,7,9-hexahydro-1,6-methanopyrido[1,2-b][1,2,5]triazonine-10-carboxamide C(C1=CC=CC=C1)OC=1C(C(=CN2N3[C@@H](CC[C@@H](N(C(C21)=O)C3)C)C(F)F)C(=O)NCC3=C(C=C(C=C3F)F)F)=O